4-(3-(4-((1s,4s)-4-(4-amino-3-(4-phenoxyphenyl)-1H-pyrazolo[3,4-d]pyrimidin-1-yl)cyclohexyl)piperazin-1-yl)Azetidin-1-yl)-5-fluorobenzene-1,2-dicarboxylic acid dimethyl ester COC(=O)C=1C(=CC(=C(C1)F)N1CC(C1)N1CCN(CC1)C1CCC(CC1)N1N=C(C=2C1=NC=NC2N)C2=CC=C(C=C2)OC2=CC=CC=C2)C(=O)OC